2-[7-(methoxymethoxy)-1,2-benzoxazol-3-yl]acetic acid COCOC1=CC=CC=2C(=NOC21)CC(=O)O